3-hydroxy-4-methyl-N-((S)-1-(3-(2,2,2-trifluoroethoxy)phenyl)ethyl)pentanamide Ethyl-5-benzyl-1,2,4-oxadiazole-3-carboxylate C(C)OC(=O)C1=NOC(=N1)CC1=CC=CC=C1.OC(CC(=O)N[C@@H](C)C1=CC(=CC=C1)OCC(F)(F)F)C(C)C